C(CCCCCCCCCCCCCCCCCCCCCC)NC(O)=O n-tricosyl-carbamic acid